C(C)(=O)OCC([C@H](C(=O)NCCC(=O)NCCSC(/C=C/C(=O)OC)=O)O)(C)C methyl (2E)-4-[(2-[3-[(2R)-4-(acetyloxy)-2-hydroxy-3,3-dimethylbutanamido]propanamido]ethyl)sulfanyl]-4-oxobut-2-enoate